5-bromochromane BrC1=C2CCCOC2=CC=C1